C1(=CC=CC=C1)C1=CC=2C=CC=CC2C=2C=3C(OC21)=C(C=CC3)B(O)O 6-phenylbenzo[b]naphtho[1,2-d]furan-8-boronic acid